C(CC)C1=CC=CCO1 6-propyl-2H-pyran